FC(C1=NC(=CC(=C1)C=1C(=NN2C1N=C(C=C2)NCC(C)(C)O)C=2C=C(C#N)C=CC2)C)F 3-[3-[2-(difluoromethyl)-6-methyl-4-pyridinyl]-5-[(2-hydroxy-2-methyl-propyl)amino]pyrazolo[1,5-a]pyrimidin-2-yl]benzonitrile